C1(CC1)C1=NC=NC(=C1C1=NC=C2C(=N1)N(CN(C2=O)C)CC2=CC=C(C=C2)C=2N(C=C(N2)C(F)(F)F)C)OC 7-(4-cyclopropyl-6-methoxypyrimidin-5-yl)-3-methyl-1-(4-(1-methyl-4-(trifluoromethyl)-1H-imidazol-2-yl)benzyl)-2,3-dihydropyrimido[4,5-d]pyrimidin-4(1H)-one